(6-((5-bromo-2-((2,5-dichloro-4-(piperazin-1-yl)phenyl)amino)pyrimidin-4-yl)amino)quinoxalin-5-yl)dimethylphosphine BrC=1C(=NC(=NC1)NC1=C(C=C(C(=C1)Cl)N1CCNCC1)Cl)NC=1C(=C2N=CC=NC2=CC1)P(C)C